CN([C@H]1CN(CC1)C1=CC=C(C=C1)NC1=NC=NC(=C1)N1OCC[C@@H]1C1=CC=CC=C1)C N-(4-((R)-3-(dimethylamino)pyrrolidin-1-yl)phenyl)-6-((R)-3-phenylisoxazolidin-2-yl)pyrimidin-4-amine